6-[[5-(3-ethyl-1,2,4-oxadiazol-5-yl)-4-[[(1S)-2-hydroxy-1-phenyl-ethyl]amino]pyrimidin-2-yl]amino]-3,4-dihydro-2H-isoquinolin-1-one C(C)C1=NOC(=N1)C=1C(=NC(=NC1)NC=1C=C2CCNC(C2=CC1)=O)N[C@H](CO)C1=CC=CC=C1